(R)-2-oxo-1'-[2-({3-oxo-1H,2H,3H,5H,6H,10bH-imidazo[4,3-a]isoquinolin-8-yl}oxy)ethyl]-1,2-dihydrospiro[indole-3,4'-piperidine]-5-carbonitrile O=C1NC2=CC=C(C=C2C12CCN(CC2)CCOC=2C=C1CCN3[C@H](C1=CC2)CNC3=O)C#N